methyl (2S)-2-[(tert-butoxycarbonyl)amino]-3-(5-chloro-2-hydroxyphenyl)propanoate C(C)(C)(C)OC(=O)N[C@H](C(=O)OC)CC1=C(C=CC(=C1)Cl)O